ClC=1C(=C(C=CC1)NC1=NC=NC2=CC(=C(C=C12)[N+](=O)[O-])C#CC1[C@@H]2CN(C[C@H]12)C)F N-(3-chloro-2-fluorophenyl)-7-(((1r,5s,6s)-3-methyl-3-azabicyclo[3.1.0]hexane-6-yl)ethynyl)-6-nitroquinazolin-4-amine